C[Si](O[Si](O[Si](C)(C)C)(C)O[Si](O[Si](O[Si](C)(C)C)(O[Si](C)(C)C)C)(O[Si](O[Si](C)(C)C)(O[Si](C)(C)C)C)CCCCCCC=O)(C)C 7-(5-((1,1,1,3,5,5,5-heptamethyltrisiloxan-3-yl)oxy)-1,1,1,3,7,9,9,9-octamethyl-3,7-bis((trimethylsilyl)oxy)pentasiloxan-5-yl)heptanal